BrCC1=C(C(=O)OC)C=CC=C1OCOC methyl 2-(bromomethyl)-3-(methoxymethoxy)benzoate